N,5'-Dimethyl-1'-((8-methyl-6-oxo-7-(trifluoromethyl)-5,6-dihydro-1,5-naphthyridin-3-yl)methyl)-1',2',3',6'-tetrahydro-[3,4'-bipyridyl]-6-carboxamide CNC(=O)C1=CC=C(C=N1)C=1CCN(CC1C)CC=1C=NC=2C(=C(C(NC2C1)=O)C(F)(F)F)C